C(C)OBr ethyloxyl bromide